[O-]CCCC.[Al+3].[O-]CCCC.[O-]CCCC aluminum (III) n-butoxide